(1R,3s,5S)-3-(4-bromo-3-(hydroxymethyl)-N-methylbenzamido)-8-azabicyclo[3.2.1]octane-8-carboxylic acid tert-butyl ester C(C)(C)(C)OC(=O)N1[C@H]2CC(C[C@@H]1CC2)N(C(C2=CC(=C(C=C2)Br)CO)=O)C